ClC1=C2C=C(C(NC2=CC=C1)=O)OC(=O)C1=CC(=NN1)CCC1=CC=CC=C1 3-phenethyl-1H-pyrazole-5-carboxylic acid 5-chloro-2-oxo-1,2-dihydroquinolin-3-yl ester